C(C1=CC=CC=C1)OC1=NC(=CC=C1C1=C(C=C(C=C1F)N1CCC2(OCCO2)CC1)F)OCC1=CC=CC=C1 8-(4-(2,6-bis(benzyloxy)pyridin-3-yl)-3,5-difluorophenyl)-1,4-dioxa-8-azaspiro[4.5]decane